8-carboxy-2-(2,2-dimethoxyethylthio)quinoline C(=O)(O)C=1C=CC=C2C=CC(=NC12)SCC(OC)OC